methyl 6-{1-[(4-fluorobenzene-1-carbonyl)amino]cyclopropyl}-3,4-dihydro-1,5-naphthyridine-1(2H)-carboxylate FC1=CC=C(C=C1)C(=O)NC1(CC1)C=1N=C2CCCN(C2=CC1)C(=O)OC